F[P-](F)(F)(F)(F)F.C(CCC)[P+](C1=CC=CC=C1)(C1=CC=CC=C1)C1=CC=CC=C1 Butyltriphenylphosphonium hexafluorophosphat